C(C)OC(=O)C1=NN(C(=C1C=COC)Cl)CC1=C(C=C(C=C1)F)F 5-chloro-1-(2,4-difluorobenzyl)-4-(2-Methoxyvinyl)-1H-pyrazole-3-carboxylic acid ethyl ester